CC(C[C@H]1[C@@H](C[C@H]2N(CCC3=CC(=C(C=C23)OC)OC[C@@H](C)O)C1)O)(C)C (2R,3R,11bR)-3-(2,2-Dimethylpropyl)-9-[(2R)-2-hydroxypropoxy]-10-methoxy-1H,2H,3H,4H,6H,7H,11bH-pyrido[2,1-a]isochinolin-2-ol